6-methyl-2,4-heptanediol di-n-propyl-benzoate C(CC)C=1C(=C(C(=O)O)C=CC1)CCC.CC(CC(CC(C)O)O)C